NC1=CC=C(OC2=CC=C(C=C2)C2=C(C=3CC4=CC=CC=C4C3C=C2)C2=CC=C(C=C2)OC2=CC=C(C=C2)N)C=C1 bis[4-(4-aminophenoxy)phenyl]fluorene